diazapropene N=NC